BrC1=NC=CC=C1OCC1=CC(=C(C=C1)OC)OC 2-bromo-3-[(3,4-dimethoxyphenyl)methoxy]pyridine